2-(4-Nitrophenyl)-1-(2-phenylethynyl)-1H-benzimidazole [N+](=O)([O-])C1=CC=C(C=C1)C1=NC2=C(N1C#CC1=CC=CC=C1)C=CC=C2